CC(C)(O)C=1C2=CC=CC=C2C=C2C=CC=CC12 1-methyl-(9-anthryl)ethanol